COC1=C(C(=CC=C1)OC1OCCCC1)C(\C=C\C1=CC=CC=C1)=O (E)-1-[2-Methoxy-6-(oxan-2-yloxy)phenyl]-3-phenylprop-2-en-1-one